tert-Butyl (S)-2-((4-methyl-3-((1-(7-(((trifluoro methyl)sulfonyl)oxy)quinolin-5-yl)cyclopropyl)carbamoyl)phenoxy)methyl)pyrrolidine-1-carboxylate CC1=C(C=C(OC[C@H]2N(CCC2)C(=O)OC(C)(C)C)C=C1)C(NC1(CC1)C1=C2C=CC=NC2=CC(=C1)OS(=O)(=O)C(F)(F)F)=O